4-[cyclopropyl-[4-(5,6,7,8-tetrahydro-1,8-naphthyridin-2-yl)butyl]amino]-2-(6,7-dihydro-5H-cyclopenta[b]pyridin-5-yloxycarbonylamino)butanoic acid C1(CC1)N(CCC(C(=O)O)NC(=O)OC1CCC2=NC=CC=C21)CCCCC2=NC=1NCCCC1C=C2